2-((4-bromo-2-methyl-5-(3-methyl-1,2,4-thiadiazol-5-yl)phenyl)amino)-1-(6-bromo-4-(1,2-dihydroxypropan-2-yl)indolin-1-yl)ethan-1-one BrC1=CC(=C(C=C1C1=NC(=NS1)C)NCC(=O)N1CCC2=C(C=C(C=C12)Br)C(CO)(C)O)C